[K+].[Mn](=O)([O-])[O-].[K+] potassium manganite potassium